CC1=C(C(=C(C1(C)[Hf]C1(C=CC2=CC=3CC(CC3C=C12)(CC)CC)CC)C)C)C (pentamethylcyclopentadienyl)(1,6,6-triethyl-1,5,6,7-tetrahydro-s-indacenyl)hafnium